C(C1=CC=CC=C1)[C@]1(CCC=2N(C3=CC=CC=C3C2C1=O)S(=O)(=O)C)C#N (R)-3-benzyl-9-(methylsulfonyl)-4-oxo-2,3,4,9-tetrahydro-1H-carbazole-3-carbonitrile